C(C)(C)(C)OC(=O)N1CC=2N=C(N=C(C2CC1)N1C[C@@H](N([C@@H](C1)C)C(=O)OCC1=CC=CC=C1)CC#N)SC 4-((3S,5R)-4-((benzyloxy)carbonyl)-3-(cyanomethyl)-5-methylpiperazin-1-yl)-2-(methylsulfanyl)-5,6-dihydropyrido[3,4-d]pyrimidine-7(8H)-carboxylic acid tert-butyl ester